(S)-2'-oxo-1'-((2-(trimethylsilyl)ethoxy)methyl)-1,1',2',3-tetrahydrospiro[indene-2,3'-pyrrolo[2,3-B]pyridine]-5-carboxylic acid methyl ester COC(=O)C=1C=C2C[C@@]3(C(N(C4=NC=CC=C43)COCC[Si](C)(C)C)=O)CC2=CC1